FC1(NC(C=2C1=NC(=CC2)NC2=NC=C(C(=N2)N[C@H](CF)C2=CC=CC=C2)C=2OC(=NN2)C(C)(C)O)=O)C 7-Fluoro-2-((4-(((S)-2-fluoro-1-phenylethyl)amino)-5-(5-(2-hydroxypropan-2-yl)-1,3,4-oxadiazol-2-yl)pyrimidin-2-yl)amino)-7-methyl-6,7-dihydro-5H-pyrrolo[3,4-b]pyridin-5-one